2-((3-cyano-6-(thiophen-2-yl)-4-(trifluoromethyl)pyridin-2-yl)thio)-2-phenylacetic acid C(#N)C=1C(=NC(=CC1C(F)(F)F)C=1SC=CC1)SC(C(=O)O)C1=CC=CC=C1